PYRIDYLCARBAZOLE N1=C(C=CC=C1)C1=CC=CC=2C3=CC=CC=C3NC12